tert-butyl 3-[2-(6-hydroxy-2,7-dimethyl-indazol-5-yl)-5-oxo-pyrido[4,3-d]pyrimidin-6-yl]pyrrolidine-1-carboxylate OC=1C(=CC2=CN(N=C2C1C)C)C=1N=CC2=C(N1)C=CN(C2=O)C2CN(CC2)C(=O)OC(C)(C)C